ClC=1C=CC(=C(C1)C1=CC(=CN=N1)NC1=CC=NC2=CC(=CC=C12)OCCN1CCN(CC1)CCC(=O)OC)F methyl 3-(4-{2-[(4-{[6-(5-chloro-2-fluorophenyl)pyridazin-4-yl] amino}quinolin-7-yl)oxy]ethyl}piperazin-1-yl)propanoate